IC=1C=C(C=CC1)N1C(NC(CC1)=O)=O 1-(3-Iodophenyl)dihydropyrimidine-2,4(1H,3H)-dione